BrCC1=C(OCCNC(OCC2=CC=CC=C2)=O)C=CC=C1 Benzyl (2-(2-(bromomethyl)phenoxy)ethyl)carbamate